tert-Butyl ((S)-1-(6-chloro-7-((R)-cyclopropyl(2-(3,3-difluorocyclobutyl)acetamido)methyl)imidazo[1,2-b]pyridazin-2-yl)-4,4,4-trifluoro-3,3-dimethylbutyl)carbamate ClC=1C(=CC=2N(N1)C=C(N2)[C@H](CC(C(F)(F)F)(C)C)NC(OC(C)(C)C)=O)[C@H](NC(CC2CC(C2)(F)F)=O)C2CC2